CC1=NOC(=N1)C1=CC=C(C=C1)[N+](=O)[O-] methyl-5-(4-nitrophenyl)-1,2,4-oxadiazole